4'-(trimethylenedioxy)bis-(3-bromobenzamidine) O(CCCOC1=C(C(=N)N)C=CC=C1Br)C1=C(C(=N)N)C=CC=C1Br